4-{[(2R)-2-bromopropanoyl]amino}-2-fluorobenzamide Br[C@@H](C(=O)NC1=CC(=C(C(=O)N)C=C1)F)C